5-(8-ethyl-2-methylimidazo[1,2-a]pyridin-6-yl)-2-{3-[(3S)-3-(propan-2-yl)piperazin-1-yl]-1,2,4-triazin-6-yl}phenol C(C)C=1C=2N(C=C(C1)C=1C=CC(=C(C1)O)C1=CN=C(N=N1)N1C[C@@H](NCC1)C(C)C)C=C(N2)C